FC(C1=CC=C(C=N1)[C@H]1C[C@@H](CCC1)N1CCC2(CS(C2)(=O)=O)CC1)(F)F 7-((1R,3R)-3-(6-(trifluoromethyl)pyridin-3-yl)cyclohexyl)-2-thia-7-azaspiro[3.5]nonane 2,2-dioxide